(R)-2-methylpiperazin C[C@H]1NCCNC1